N-3-oxooctadecylamine O=C(CCN)CCCCCCCCCCCCCCC